((S)-2,6-dioxopiperidin-3-yl)-1-oxo-isoindoline-5-carboxamide O=C1NC(CC[C@@H]1N1C(C2=CC=C(C=C2C1)C(=O)N)=O)=O